S-(2-((2-(6-Fluoro-5-(4-fluoro-3-(1-(tetrahydro-2H-pyran-2-yl)-1H-pyrazol-3-yl)phenoxy)-1-tosyl-1H-indol-4-yl)ethyl)thio)ethyl) ethanethioate C(C)(SCCSCCC1=C2C=CN(C2=CC(=C1OC1=CC(=C(C=C1)F)C1=NN(C=C1)C1OCCCC1)F)S(=O)(=O)C1=CC=C(C)C=C1)=O